9-cis-hexadecenic acid C(C=CCCCCCCCCCCCCC)(=O)O